OC(CCCCCCCCCCCCCCCC(=O)O)CCC(CC)O 17,20-Dihydroxydocosanoic acid